[SH3+].F[B-](F)(F)F.[H+] tetrafluoroboric acid sulfonium